CC=1C=2N(C=C(C1)OC[C@H](C)C1=CC=CC=C1)N=C(N2)C(C=O)C 2-[8-methyl-6-[(2R)-2-phenylpropoxy]-[1,2,4]triazolo[1,5-a]pyridin-2-yl]propanal